OC=1NC=2N(C(C1C1=CC=C(C=C1)OC)=O)N=C(C2C2=CC=CC=C2)C2=CC=CC=C2 5-hydroxy-6-(4-methoxyphenyl)-2,3-diphenylpyrazolo[1,5-a]pyrimidin-7(4H)-one